OCC=1NC(NN1)=O 5-hydroxymethyl-2,4-dihydro[1,2,4]triazol-3-one